CC1=C(C(=O)NC2=CC=C(C3=CC=CC=C23)S(NC(C)(C)C2=CC=CC=C2)(=O)=O)C=CC=C1 2-methyl-N-(4-(N-(2-phenylpropan-2-yl)sulfamoyl)naphthalen-1-yl)benzamide